5-formyl-1-isopropyl-1H-pyrrolo[3,2-b]pyridine-3-carboxamide C(=O)C1=CC=C2C(=N1)C(=CN2C(C)C)C(=O)N